C(C)(=O)OC1=C(C=C(C=C1COC(C)=O)Br)COC(C)=O 4-bromo-2,6-bis(acetoxymethyl)phenol acetate